2-Fluoro-2-(4-(1-(4-(trifluoromethoxy)phenyl)-1H-1,2,4-triazol-3-yl)phenyl)ethyl (Z)-(3-(5-chloro-2-(2,2,2-trifluoroethoxy)phenyl)-4-oxothiazolidin-2-ylidene)carbamate ClC=1C=CC(=C(C1)N1/C(/SCC1=O)=N/C(OCC(C1=CC=C(C=C1)C1=NN(C=N1)C1=CC=C(C=C1)OC(F)(F)F)F)=O)OCC(F)(F)F